2,2,2-trifluoro-N-phenyl-acetimidoyl chloride FC(C(=NC1=CC=CC=C1)Cl)(F)F